CC(C)(C)N(C(=O)OC(C)(C)C=1N=C(SC1)C=1C=NC(=CC1Cl)Cl)[C@H](CCNCC1CC1)C 2-(2-(4,6-dichloropyridin-3-yl)thiazol-4-yl)propan-2-ol 1,1-dimethylethyl-{(1S)-3-[(cyclopropylmethyl)amino]-1-methylpropyl}carbamate